tert-Butyl (2S)-4-(6-fluoro-7-(2-fluoro-6-hydroxyphenyl)-1-(2-isopropyl-6-methylphenyl)-2-oxo-1,2-dihydropyrido[2,3-d]pyrimidin-4-yl)-2-methylpiperazine-1-carboxylate FC1=CC2=C(N(C(N=C2N2C[C@@H](N(CC2)C(=O)OC(C)(C)C)C)=O)C2=C(C=CC=C2C)C(C)C)N=C1C1=C(C=CC=C1O)F